C(CCCCCCC\C=C/CCCCCCCC)(=O)O (10Z)-octadeca-9-enoic acid